1,3-diethyl-6-methoxy-1H-1,3-benzodiazol-3-ium formate C(=O)[O-].C(C)N1C=[N+](C2=C1C=C(C=C2)OC)CC